(1-methyl-1H-tetrazol-5-yl)benzene-1,2-diamine CN1N=NN=C1C1=C(C(=CC=C1)N)N